ClC=1C(=C(CNC(CN(C(CN2N=C(C3=CC=CC=C23)C(=O)N)=O)C2CC(C2)(F)F)=O)C=CC1)F 1-(2-((2-((3-chloro-2-fluorobenzyl)amino)-2-oxoethyl)(3,3-difluorocyclobutyl)amino)-2-oxoethyl)-1H-indazole-3-carboxamide